Ethyl (E)-4-{[3-(3-chloro-10-methyl-11-oxo-10,11-dihydro-5H-dibenzo[b,e][1,4]diazepin-5-yl)propyl]amino}but-2-enoate ClC=1C=CC2=C(N(C3=C(N(C2=O)C)C=CC=C3)CCCNC/C=C/C(=O)OCC)C1